7-(((3S,4R)-3-fluoro-1-methylpiperidin-4-yl)amino)-1,1-dioxido-3-(1H-pyrrol-1-yl)benzo[b]thiophen F[C@H]1CN(CC[C@H]1NC1=CC=CC2=C1S(C=C2N2C=CC=C2)(=O)=O)C